tert-butyl (±)-(9R)-1-fluoro-9-hydroxy-6,7,8,9-tetrahydro-5H-5,8-epiminocyclohepta[c]pyridine-10-carboxylate FC1=NC=CC2=C1[C@H](C1CCC2N1C(=O)OC(C)(C)C)O